(R)-2-hydroxy-3,3-dimethylbutyric acid ethyl ester C(C)OC([C@@H](C(C)(C)C)O)=O